C1(CC1)C=1N=C(C(=NC1C=1C2=C(C=NC1)N(C=N2)C)C(=O)N)NC2=CC=C(C=C2)C(C)(O)C 5-Cyclopropyl-3-[4-(1-hydroxyl-methyl-ethyl)anilino]-6-(3-methylimidazo[4,5-c]pyridin-7-yl)pyrazine-2-carboxamide